1-methylimidazole-2-carboxylate CN1C(=NC=C1)C(=O)[O-]